O=C1NC(CCC1N1C(C2=CC=C(C=C2C1=O)CN1CCN(CC1)C1=CC=C(C=C1)N1N=C2C(=CC=CC2=C1)C(=O)N)=O)=O 2-(4-(4-((2-(2,6-dioxopiperidin-3-yl)-1,3-dioxoisoindoline-5-yl)methyl)piperazine-1-yl)phenyl)-2H-indazole-7-carboxamide